C(C1=CC=CC=C1)OC1=C(C=C(C[C@H]2C(OC[C@@H]2CC2=CC(=C(C=C2)OC)OC)=O)C=C1)O[Si](C)(C)C(C)(C)C (3R,4R)-3-(4-(benzyloxy)-3-((tert-butyldimethylsilyl)oxy)benzyl)-4-(3,4-dimethoxybenzyl)dihydrofuran-2(3H)-one